2-(2-fluorobenzyl)-9-methyl-7,9-dihydro-8H-pyrido[3',2':4,5]pyrrolo[2,3-d]pyridazin-8-one FC1=C(CC=2C=CC3=C(N(C=4C(NN=CC43)=O)C)N2)C=CC=C1